octadeca-9,12,15-trien CCCCCCCCC=CCC=CCC=CCC